C(=O)(OC(C)(C)C)C1(CN)CC=C(C=C1)NCOC 1-Boc-4-[(methoxy)methylamino]benzylamine